7,9-difluoro-8-(5-fluoro-1H-indol-4-yl)-1,4,4-trimethyl-5H-[1,2,4]triazolo[4,3-a]quinoxaline FC=1C=C2NC(C=3N(C2=C(C1C1=C2C=CNC2=CC=C1F)F)C(=NN3)C)(C)C